4-(3-Chloroanilino)-7'-fluoro-2'-[(2R)-3-hydroxy-2-methylpropyl]-2',3'-dihydrospiro[cyclohexane-1,1'-indene]-4-carboxylic acid methyl ester COC(=O)C1(CCC2(C(CC3=CC=CC(=C23)F)C[C@H](CO)C)CC1)NC1=CC(=CC=C1)Cl